CC(CCCCCCCCCC)SC(C(C(=O)OCC(CO)(CO)CO)(SC(C)CCCCCCCCCC)SC(C)CCCCCCCCCC)SC(C)CCCCCCCCCC pentaerythritol tetra(beta-dodecylmercapto)propionate